1-cyclopropyl-9-(2-cyclopropyl-ethyl)-2-((S)-1-[1,4]dioxan-2-ylmethoxy)-6,7-dihydro-pyrido[2,1-a]isoquinolin-4-one C1(CC1)C=1C(=CC(N2C1C1=CC=C(C=C1CC2)CCC2CC2)=O)OC[C@H]2OCCOC2